ClC1=NC=C(C=C1C(=O)NC1=C(C=C(C=C1F)F)F)OC[C@H](C)NS(=O)(=O)C(F)(F)F 2-chloro-5-[(2S)-2-(trifluoromethylsulfonylamino)propoxy]-N-(2,4,6-trifluorophenyl)pyridine-3-carboxamide